B(O)OBO.OCC(CO)(CO)CO Pentaerythritol diboronate